BrC=1C2=C(N(C(CC1C(=O)NNC(=O)C1CC1)=O)CC1=CC(=C(C=C1)C)F)C(=CC=C2)F 5-bromo-N'-(cyclopropanecarbonyl)-9-fluoro-1-(3-fluoro-4-methylbenzyl)-2-oxo-2,3-dihydro-1H-benzo[b]azepine-4-carbohydrazide